BrCCC1=CC(=CC=C1)OC 1-(2-bromoethyl)-3-methoxybenzene